FC(C=1C=CC2=C(OC3=C(C(=N2)N2CCN(CC2)CC(C(=O)O)(C)C)C=CC(=C3)C)C1)F 3-(4-(7-(difluoromethyl)-3-methyldibenzo[b,f][1,4]oxazepin-11-yl)piperazin-1-yl)-2,2-dimethylpropanoic acid